N-((4,6-dimethyl-2-oxo-1,2-dihydropyridin-3-yl)methyl)-5-(ethyl-(tetrahydro-2H-pyran-4-yl)amino)-4-methyl-4'-(morpholinomethyl)-[1,1'-biphenyl]-3-carboxamide monohydrochloride Cl.CC1=C(C(NC(=C1)C)=O)CNC(=O)C=1C=C(C=C(C1C)N(C1CCOCC1)CC)C1=CC=C(C=C1)CN1CCOCC1